S(=O)([O-])OS(=O)[O-].[K+].[K+] potassium disulfite